N-(3-methoxybenzyl)-3-(2-(2-(3-methoxyphenoxy)ethoxy)ethoxy)-N-(3-(pyrrolidin-1-yl)benzyl)aniline COC=1C=C(CN(C2=CC(=CC=C2)OCCOCCOC2=CC(=CC=C2)OC)CC2=CC(=CC=C2)N2CCCC2)C=CC1